(3-sulfopropyl) disulfide S(=O)(=O)(O)CCCSSCCCS(=O)(=O)O